C1(CCCCC1)C(=O)N1CCC2=CC(=CC=C12)[C@H]1[C@@H](C1)NCC1CCNCC1 trans-cyclohexyl-(5-(2-(piperidin-4-ylmethyl-amino)cyclopropyl)indolin-1-yl)methanone